N-benzyloxycarbonyl-L-lysine C(C1=CC=CC=C1)OC(=O)N[C@@H](CCCCN)C(=O)O